Cholest-5-en-3-yl {6-[4-{[bis(4-methoxyphenyl)(phenyl)methoxy]methyl}-4-(hydroxymethyl)piperidin-1-yl]-6-oxohexyl}carbamate COC1=CC=C(C=C1)C(OCC1(CCN(CC1)C(CCCCCNC(OC1CC2=CC[C@H]3[C@@H]4CC[C@H]([C@@H](CCCC(C)C)C)[C@]4(CC[C@@H]3[C@]2(CC1)C)C)=O)=O)CO)(C1=CC=CC=C1)C1=CC=C(C=C1)OC